FC1(CCC(CC1)C(=O)N1C[C@H]([C@H](C1)F)NC(C1=CC=C(C=C1)F)=O)F N-[(3R,4S)-1-(4,4-difluorocyclohexanecarbonyl)-4-fluoropyrrolidin-3-yl]-4-fluorobenzamide